rac-(1s,2s)-2-[difluoro-[(5s,7s)-7-fluoro-5-phenyl-6,7-dihydro-5H-pyrrolo[1,2-b][1,2,4]triazol-2-yl]methyl]cyclopropanecarbonitrile FC([C@@H]1[C@H](C1)C#N)(C=1N=C2N(N1)[C@@H](C[C@@H]2F)C2=CC=CC=C2)F |&1:2,3|